COC1=CC=C(C=C1)CN1CC(OC2=C(C1=O)C=CC(=N2)OC2CCN(CC2)C(=O)OC(C)(C)C)C tert-butyl 4-[[4-[(4-methoxyphenyl)methyl]-2-methyl-5-oxo-2,3-dihydropyrido[3,2-f][1,4]oxazepin-8-yl]oxy]piperidine-1-carboxylate